5-(5-{[(2R,3S,5S)-2-fluoro-8-azabicyclo[3.2.1]octan-3-yl](methyl)amino}pyrazin-2-yl)-2-methyl-1,3-benzoxazol-4-ol F[C@@H]1C2CC[C@@H](C[C@@H]1N(C=1N=CC(=NC1)C1=CC=C3C(N=C(O3)C)=C1O)C)N2